C(=O)[C@@H](CC(C)C)NC([O-])=O [(1R)-1-formyl-3-methyl-butyl]carbamate